sodium p-methoxy-styrene COC1=CC=C(C=C)C=C1.[Na]